ethyl 2-(2-(5-bromo-1H-pyrrolo[3,2-b]pyridine-3-carboxamido)phenyl)acetate BrC1=CC=C2C(=N1)C(=CN2)C(=O)NC2=C(C=CC=C2)CC(=O)OCC